ClCCCCC(C(=O)O)C1=CC(=CC=C1)Cl 6-chloro-2-(3-chlorophenyl)hexanoic acid